pentamethylcyclopentadienyltitanium CC1=C(C(=C(C1([Ti])C)C)C)C